((1r,4r,7r)-2-(2-(9-cyano-3-cyclopropyl-2,3-dihydro-1H-pyrrolo[1,2,3-de]quinoxalin-5-yl)-7-fluoro-1-methyl-1H-benzo[d]imidazole-5-carbonyl)-2-azabicyclo[2.2.1]hept-7-yl) carbamate C(N)(O[C@H]1[C@@H]2N(C[C@H]1CC2)C(=O)C2=CC1=C(N(C(=N1)C1=CC=3C=4N1C(CNC4C(=CC3)C#N)C3CC3)C)C(=C2)F)=O